C(C)(C)(C)OC(N[C@H](C)C1=CC(=CC=2C(C(=C(OC21)SCC)C)=O)C)=O N-[(1R)-1-(2-ethylsulfanyl-3,6-dimethyl-4-oxo-benzopyran-8-yl)ethyl]carbamic acid tert-butyl ester